1,2-dibromo-3,4,6-trifluoro-5-trifluoromethylbenzene BrC1=C(C(=C(C(=C1F)C(F)(F)F)F)F)Br